7-(oxan-4-yl)-4-(piperidin-4-yl)pyrido[2,3-b]pyrazin-3-one O1CCC(CC1)C1=CC2=C(N(C(C=N2)=O)C2CCNCC2)N=C1